(S,6S)-6-(azetidin-1-yl)-N'-(((R)-2-fluoro-1,2,3,5,6,7-hexahydro-s-indacen-4-yl)carbamoyl)-6,7-dihydro-5H-pyrazolo[5,1-b][1,3]oxazine-3-sulfonimidamide N1(CCC1)[C@H]1CN2C(OC1)=C(C=N2)[S@](=O)(N)=NC(NC2=C1C[C@@H](CC1=CC=1CCCC21)F)=O